N1=CC(=CC=2C=C3CCCN3C21)C(C)O (7,8-dihydro-6H-pyrido[3,2-b]pyrrolizin-3-yl)ethanol